1-chloro-2,5-piperidinedione ClN1C(CCC(C1)=O)=O